ClC=1N=C(C2=C(N1)COC2)OC2=NC=1C=CC3=C(C1N=C2)C2=C(S3)C(NC(CN2)C)=O 3-((2-chloro-5,7-dihydrofuro[3,4-d]pyrimidin-4-yl)oxy)-10-methyl-9,10,11,12-tetrahydro-8H-[1,4]diazepino[5',6':4,5]thieno[3,2-f]quinoxalin-8-one